C(C)(C)(C)OC(=O)N1CC2=C(C=C(C=C2CC1)OCCN(C)C)Br t-Butyl-8-bromo-6-(2-(dimethylamino)ethoxy)-3,4-dihydroisoquinoline-2(1H)-carboxylate